3-methylbenzofuran-5-ol CC1=COC2=C1C=C(C=C2)O